N-(3-sulfamoylphenyl)-2-(4-(trifluoromethoxy)phenoxy)quinoline-3-carboxamide S(N)(=O)(=O)C=1C=C(C=CC1)NC(=O)C=1C(=NC2=CC=CC=C2C1)OC1=CC=C(C=C1)OC(F)(F)F